3-(2,2,3,3,3-pentafluoropropoxy)propanenitrile FC(COCCC#N)(C(F)(F)F)F